[Na+].COC1=NC(=NC(=C1)C)NS([O-])(=O)=O 4-Methoxy-6-methyl-2-pyrimidinylsulfamic acid sodium salt